(6-methyl-3-(2H-1,2,3-triazol-2-yl)pyridin-2-yl)((1S,4R,6R)-6-((5-(trifluoromethyl)pyridin-2-yl)oxy)-2-azabicyclo[2.2.1]heptan-2-yl)methanone CC1=CC=C(C(=N1)C(=O)N1[C@@H]2[C@@H](C[C@H](C1)C2)OC2=NC=C(C=C2)C(F)(F)F)N2N=CC=N2